2-bromo-5-(ethoxymethoxy)pyridine BrC1=NC=C(C=C1)OCOCC